C(CCCCCCC)N1SC=CC1=O 2-octyl-3-isothiazolone